CC=1C=C(C=CC1OC1=CC=CC=C1)N1C(N(C(NC1=O)=O)C1=CC=C(C=C1)C)=O 1-(3-methyl-4-phenoxyphenyl)-3-(4-methylphenyl)-1,3,5-triazinane-2,4,6-trione